(2-diethylaminoethyl)-5-[(Z)-(5-fluoro-2-oxo-1H-indol-3-ylidene)methyl]-2,4-dimethyl-1H-pyrrole-3-carboxamide C(C)N(CCN1C(=C(C(=C1\C=C\1/C(NC2=CC=C(C=C12)F)=O)C)C(=O)N)C)CC